3-(2-methyl-4-oxo-5,6-dihydro-2H-2,6-methanobenzo[g][1,3,5]oxadiazocin-3(4H)-yl)benzoic acid CC12OC3=C(C(NC(N1C=1C=C(C(=O)O)C=CC1)=O)C2)C=CC=C3